3-[3-(2-chloro-6-methyl-4-pyridyl)-5-[(3-hydroxyazetidin-3-yl)methylamino]pyrazolo[1,5-a]pyrimidin-2-yl]benzonitrile ClC1=NC(=CC(=C1)C=1C(=NN2C1N=C(C=C2)NCC2(CNC2)O)C=2C=C(C#N)C=CC2)C